2-[3-(4-ethylpyrazol-1-yl)-1-[2-[[6-[2-(4-methylpiperazin-1-yl)-2-oxo-ethyl]-3-pyridyl]amino]-[1,2,4]triazolo[1,5-a]pyridin-8-yl]azetidin-3-yl]acetonitrile C(C)C=1C=NN(C1)C1(CN(C1)C=1C=2N(C=CC1)N=C(N2)NC=2C=NC(=CC2)CC(=O)N2CCN(CC2)C)CC#N